trans-N-(4-((6-Chloropyridin-3-yl)oxy)cyclohexyl)-5-(4-chlorophenoxy)-2,2-dimethylpentanamide ClC1=CC=C(C=N1)O[C@@H]1CC[C@H](CC1)NC(C(CCCOC1=CC=C(C=C1)Cl)(C)C)=O